CCCCCCCCCCCCCCC/C=C\C(=O)[O-] Octadecenoate